4-bromo-N-(2-hydroxyethyl)benzenesulfonamide BrC1=CC=C(C=C1)S(=O)(=O)NCCO